tert-butyl ((1R,2S)-2-(4-(6-(5-fluoropyridin-3-yl)pyrazin-2-yl)benzamido)cyclohexyl)carbamate FC=1C=C(C=NC1)C1=CN=CC(=N1)C1=CC=C(C(=O)N[C@@H]2[C@@H](CCCC2)NC(OC(C)(C)C)=O)C=C1